7-(tert-butoxycarbonyl)-1-(cyclopropylmethyl)-6,7,8,9-tetrahydro-1H-pyrrolo[2,3-f]isoquinoline-2-carboxylic acid C(C)(C)(C)OC(=O)N1CC2=CC=C3C(=C2CC1)N(C(=C3)C(=O)O)CC3CC3